8-((2-fluoro-5-(trifluoromethyl)benzoyl)-D-valyl)-4-(4-fluorophenyl)-2,8-diazaspiro[4.5]decane-2-carboxylic acid ethyl ester C(C)OC(=O)N1CC2(C(C1)C1=CC=C(C=C1)F)CCN(CC2)C([C@H](NC(C2=C(C=CC(=C2)C(F)(F)F)F)=O)C(C)C)=O